NC1=CC(=C(OC=2C=C(OCCOCCOCCOCCOCC(=O)OC(C)(C)C)C=CC2)C=C1)C=1C2=C(C(N(C1)C)=O)N(C=C2)S(=O)(=O)C2=CC=C(C=C2)C tert-butyl 2-[2-[2-[2-[2-[3-[4-amino-2-[6-methyl-7-oxo-1-(p-tolylsulfonyl) pyrrolo[2,3-c]pyridin-4-yl]phenoxy]phenoxy]ethoxy]ethoxy]ethoxy]ethoxy]acetate